ClC1=CC=C(CN2C3(CCN(C3)C(=O)N)C(N(CC2=O)C(C)C)=O)C=C1 6-(4-chlorobenzyl)-9-isopropyl-7,10-dioxo-2,6,9-triazaspiro[4.5]decane-2-carboxamide